(1R,2S,5S)-2-(((5-Chloroquinolin-6-yl)methyl)amino)-5-((imidazo[1,2-a]pyridin-8-ylmethyl)amino)cyclohexan-1-ol ClC1=C2C=CC=NC2=CC=C1CN[C@@H]1[C@@H](C[C@H](CC1)NCC=1C=2N(C=CC1)C=CN2)O